1-propyl-3,5-dimethoxycarbonyl-4-(2-nitrophenyl)-1,4-dihydropyridine C(CC)N1C=C(C(C(=C1)C(=O)OC)C1=C(C=CC=C1)[N+](=O)[O-])C(=O)OC